C(C=C)N1CCN(CC1)C1CCN(CC1)C1=C(C=C(C(=C1)OC)NC1=NC=NC(=C1)N1OCC[C@@H]1C1=CC(=CC=C1)C#C)NC(C=C)=O N-(2-(4-(4-allylpiperazine-1-yl)piperidine-1-yl)-5-((6-((R)-3-(3-ethynylphenyl)isoxazolidine-2-yl)pyrimidine-4-yl)amino)-4-methoxyphenyl)acrylamide